COC1=CC=C(C=C1)N1C(=NOC1(C)C)C1[C@H]2CN(C[C@@H]12)C(=O)N1C[C@H]2C([C@H]2C1)C1=NOC(N1C1=CC=C(C=C1)OC)(C)C (1R,5S,6r)-6-[4-(4-methoxyphenyl)-5,5-dimethyl-4,5-dihydro-1,2,4-oxadiazol-3-yl]-3-azabicyclo[3.1.0]Hex-3-yl ketone